ClC=1C=C2CO[C@]3(O[C@@H]([C@H]([C@@H]([C@H]3O)O)O)C)C2=CC1CC1=CC=C(S1)CCC(=O)[O-] 2-(5-(((1S,3'R,4'S,5'S,6'R)-5-Chloro-3',4',5'-trihydroxy-6'-methyl-3',4',5',6'-tetrahydro-3H-spiro[isobenzofuran-1,2'-pyran]-6-yl)methyl)-thiophen-2-yl)methylacetat